1,5-diazabicyclo[4.3.0]-5-nonen N12CCCN=C2CCC1